(R)-2-((1-(2-cyano-7-methyl-3-(1-methyl-1,2,3,6-tetrahydropyridin-4-yl)quinoxalin-5-yl)ethyl)amino)benzoic acid C(#N)C1=NC2=CC(=CC(=C2N=C1C=1CCN(CC1)C)[C@@H](C)NC1=C(C(=O)O)C=CC=C1)C